FC(C(=O)O)(F)F.C(#N)CC(CN1CCN(CC1)C(=O)C1=C(C=C(C#N)C=C1)F)N1C=C(C=C1)C=1C2=C(N=CN1)NC=C2 4-[(4-{3-cyano-2-[3-(7H-pyrrolo[2,3-d]pyrimidin-4-yl)-1H-pyrrol-1-yl]propyl}piperazin-1-yl)carbonyl]-3-fluorobenzonitrile trifluoroacetate salt